O=C1NC(CCC1N1C(C2=CC=CC(=C2C1=O)NCC=1C=NN(C1)C1CCN(CC1)C)=O)=O 2-(2,6-dioxopiperidin-3-yl)-4-(((1-(1-methylpiperidin-4-yl)-1H-pyrazol-4-yl)methyl)amino)isoindoline-1,3-dione